(2R)-2-amino-2-phenylethanol N[C@@H](CO)C1=CC=CC=C1